[Cl-].C(C1=CC=CC=C1)[N+](CCCCCCCCCCCCCC)(CCO)CCO benzyldi(2-hydroxyethyl)tetradecyl-ammonium chloride